NC(CCC(C(NCCOCCOCCNC(CCC1(N=N1)C)=O)=O)NC(OCC1=CC=CC=C1)=O)=O benzyl (18-amino-1-(3-methyl-3H-diazirin-3-yl)-3,14,18-trioxo-7,10-dioxa-4,13-diazaoctadecan-15-yl)carbamate